6-(4-(2-(2-ethoxy-1-((R)-6-fluoro-6,7-dihydro-5H-pyrrolo[1,2-c]imidazol-1-yl)-2-oxoethyl)-7-fluoro-3-oxoisoindolin-5-yl)phenyl)-2,6-diazaspiro[3.3]heptane-2-carboxylate C(C)OC(C(C1=C2N(C=N1)C[C@@H](C2)F)N2CC1=C(C=C(C=C1C2=O)C2=CC=C(C=C2)N2CC1(CN(C1)C(=O)[O-])C2)F)=O